CC(=CCC)S(=O)(=O)O 1-methyl-butenesulfonic acid